4-(5-Bromothiazole-2-yl)Piperidine-1-carboxylic acid isopropyl ester C(C)(C)OC(=O)N1CCC(CC1)C=1SC(=CN1)Br